C1(=CC=CC=C1)C1=NC(=NC(=N1)C1=CC=CC=C1)C1=CC=C(C=C1)C1=C(C(=NC=C1N1C=2C=CC=CC2C(C2=CC=CC=C12)(C1=CC=CC=C1)C1=CC=CC=C1)N1C=2C=CC=CC2C(C2=CC=CC=C12)(C1=CC=CC=C1)C1=CC=CC=C1)N1C=2C=CC=CC2C(C2=CC=CC=C12)(C1=CC=CC=C1)C1=CC=CC=C1 10,10',10''-(4-(4-(4,6-diphenyl-1,3,5-triazin-2-yl)phenyl)pyridine-2,3,5-triyl)tris(9,9-diphenyl-9,10-dihydroacridine)